C(#N)N1C[C@H](CC1)C(=O)NC=1N=CC2=CC=C(C=C2C1)C(=O)N 3-[[(3S)-1-cyanopyrrolidine-3-carbonyl]amino]isoquinoline-6-carboxamide